C(C1=CC=CC=C1)N1C[C@@H]([C@@H](CC1)C)N(C=1C2=C(N=CN1)NC=C2)C N-((3R,4R)-1-benzyl-4-methylpiperidin-3-yl)-N-methyl-7H-pyrrolo[2,3-d]pyrimidin-4-amine